isopropyltitanium tristearate C(CCCCCCCCCCCCCCCCC)(=O)[O-].C(CCCCCCCCCCCCCCCCC)(=O)[O-].C(CCCCCCCCCCCCCCCCC)(=O)[O-].C(C)(C)[Ti+3]